N[C@@H]1CCN(N(C1)C(=O)C1=CC2=C(N(C(=N2)C2=CC=3C(=NC(=CC3)[C@@H](C)NC(C3=CN=CC=C3)=O)N2CC2CC2)C)C(=C1)OC)C N-((R)-1-(2-(5-((R)-5-amino-2-methylhexahydropyridazine-1-carbonyl)-7-methoxy-1-methyl-1H-benzo[d]imidazol-2-yl)-1-(cyclopropylmethyl)-1H-pyrrolo[2,3-b]pyridin-6-yl)ethyl)nicotinamide